ClC1=CC=C(C=C1)S(=O)(=O)CC1=CC=C(C=C1)NC(=O)C=1C=C(C=CC1)C=1C=NC(=C(C(=O)OC)C1)C methyl 5-(3-((4-(((4-chlorophenyl)sulfonyl)methyl)phenyl)carbamoyl)phenyl)-2-methylnicotinate